6-Cyclopropanamido-4-({3'-methoxy-[2,4'-bipyridin]-2'-yl}amino)-N-(2H3)methylpyridazin-3-carboxamid C1(CC1)C(=O)NC1=CC(=C(N=N1)C(=O)NC([2H])([2H])[2H])NC1=NC=CC(=C1OC)C1=NC=CC=C1